(R)-N-{1-[3-amino-5-(trifluoromethyl)phenyl]ethyl}-6-methoxy-2-methyl-5H-pyrimido[5,4-b]indol-4-amine NC=1C=C(C=C(C1)C(F)(F)F)[C@@H](C)NC1=NC(=NC2=C1NC=1C(=CC=CC21)OC)C